BrC1=C(N)C(=CC(=C1)OC)Br 2,6-Dibromo-4-methoxy-aniline